[5-ethylsulfonyl-6-[8-(2,2,3,3,3-penta-fluoropropoxy)imidazo[1,5-a]pyridin-3-yl]-3-pyridyl]imino-dimethyl-oxo-λ6-sulfane C(C)S(=O)(=O)C=1C=C(C=NC1C1=NC=C2N1C=CC=C2OCC(C(F)(F)F)(F)F)N=S(=O)(C)C